ClC1=NC(=C(C(=O)OC)C=C1F)O[C@H](C(F)(F)F)C (S)-methyl 6-chloro-5-fluoro-2-((1,1,1-trifluoropropan-2-yl) oxy)nicotinate